NC1=CC2=CN(N=C2C=C1C=1C=C(C(=O)OC)C=CC1)CCC(C)(C)O methyl 3-(5-amino-2-(3-hydroxy-3-methylbutyl)-2H-indazol-6-yl)benzoate